tert-butyl ethyl(hex-5-en-1-yl)carbamate C(C)N(C(OC(C)(C)C)=O)CCCCC=C